2-trans-1-amino-2-[[2-[2-oxo-3-(3-oxo-4H-pyrido[3,2-b][1,4]thiazin-6-yl)-1,3-oxazolidin-5-yl]ethylamino]methyl]-2,3-dihydro-1H-indene-4-carbonitrile NC1C(CC=2C(=CC=CC12)C#N)CNCCC1CN(C(O1)=O)C=1C=CC=2SCC(NC2N1)=O